Cl.CCCCCC(C)N Heptane-6-amine hydrochloride